1-(2-amino-ethyl)uracil tert-butyl-(3aR,7aR)-1-(6-chloropyridazin-3-yl)-3,3a,4,5,7,7a-hexahydro-2H-pyrrolo[2,3-c]pyridine-6-carboxylate C(C)(C)(C)C1C[C@@H]2[C@H](CN(CC2)C(=O)O)N1C=1N=NC(=CC1)Cl.NCCN1C(=O)NC(=O)C=C1